((1S,2aS,7bS)-1-(5-methoxypyridin-2-yl)-2a-propyl-2,2a-dihydrobenzo[b]cyclobuta[d]thiophen-7b(1H)-yl)(phenyl)methanone COC=1C=CC(=NC1)[C@H]1C[C@]2([C@@]1(C1=C(S2)C=CC=C1)C(=O)C1=CC=CC=C1)CCC